COC1=C(CN(S(=O)(=O)C2=NC=CC(=C2)N2C(C(=CC=3CCCCC23)C(=O)O)N2CCC(CCC2)(F)F)CC2=C(C=C(C=C2)OC)OC)C=CC(=C1)OC N-(2-(N,N-bis(2,4-dimethoxybenzyl)sulfamoyl)pyridin-4-yl)-2-(4,4-difluoroazepan-1-yl)-5,6,7,8-tetrahydroquinoline-3-carboxylic acid